CC(/C=C/C(C)=O)C(C)C 5-methyl-6-methyl-3E-hepten-2-one